alpha-amyl cinnamyl isovalerate CCCCC/C(=C/C1=CC=CC=C1)/COC(=O)CC(C)C